NC=1C=C(C=CC1SCC)S(=O)(=O)NC=1C=CC(=C2C(=CNC12)C#N)C 3-amino-N-(3-cyano-4-methyl-1H-indol-7-yl)-4-(ethylsulfanyl)benzenesulfonamide